N-(2-tolyl)-1,4-benzoxazine-4-thiocarboxamide C1(=C(C=CC=C1)NC(=S)N1C=COC2=C1C=CC=C2)C